(1-[2-chloro-6-[(3R)-3-methylmorpholin-4-yl]pyrimidin-4-yl]cyclopropyl)(imino)methyl-lambda6-sulfanone ClC1=NC(=CC(=N1)C1(CC1)[SH2](=O)C=N)N1[C@@H](COCC1)C